FC(C)(F)C1=C(C=C(C=N1)C(=O)NCC1=C2C(=CN=C1)OCC2)F 6-(1,1-difluoroethyl)-N-[(2,3-dihydrofuro[2,3-c]pyridin-4-yl)methyl]-5-fluoropyridine-3-carboxamide